(S)-cyclopropyl-(5-(3-isopropyl-2-(2-methylpyridin-4-yl)-1H-indol-5-yl)-1,3,4-oxadiazol-2-yl)methylamine C1(CC1)NCC=1OC(=NN1)C=1C=C2C(=C(NC2=CC1)C1=CC(=NC=C1)C)C(C)C